N-(4-bromo-2-methoxyphenyl)-7-methyl-quinolin-4-amine BrC1=CC(=C(C=C1)NC1=CC=NC2=CC(=CC=C12)C)OC